C(C=C)(=O)N1C[C@@H](N(CC1)C=1C2=C(N(C(N1)=O)C1=C(C=CC=C1)C(C)C)N=C(C(=C2)Cl)C2=NC(=CC=C2Cl)N)C (S)-4-(4-acryloyl-2-methylpiperazin-1-yl)-7-(6-amino-3-chloropyridin-2-yl)-6-chloro-1-(2-isopropylphenyl)pyrido[2,3-d]pyrimidin-2(1H)-one